Cl.C1(=CC=CC=C1)P(C1=CC=CC=2C(C3=CC=CC(=C3OC12)P(C1=CC=CC=C1)C1=CC=CC=C1)(C)C)C1=CC=CC=C1 4,5-bis-diphenylphosphino-9,9-dimethylxanthene hydrochloride